4-fluoro-7-methoxy-1H-benzo[d]imidazole-5-carboxamide FC1=C(C=C(C=2NC=NC21)OC)C(=O)N